5-Methyl-2-isopropylcyclohexan CC1CCC(CC1)C(C)C